NC1=NC=CC(=N1)N1[C@@H](CCC1)C(=O)OC methyl (2-aminopyrimidin-4-yl)-L-prolinate